O1C(CCCC1)N1N=CC(=C1)C1=CC=C(C=C1)N1CC(CC1)CN1C(CCC1)=O 1-((1-(4-(1-(tetrahydro-2H-pyran-2-yl)-1H-pyrazol-4-yl)phenyl)pyrrolidin-3-yl)methyl)pyrrolidin-2-one